R-(+)-trans-4-(1-aminoethyl)-N-(4-pyridinyl)cyclohexanecarboxamide dihydrochloride monohydrate O.Cl.Cl.N[C@H](C)[C@@H]1CC[C@H](CC1)C(=O)NC1=CC=NC=C1